[N].CC1=NC(=NO1)C=1C=C(C(=O)NCCC(=O)NC=2SC(=C(N2)C)C(=C)C2=CC=CC=C2)C=CC1 3-(5-Methyl-1,2,4-oxadiazol-3-yl)-N-[3-[[4-methyl-5-(1-phenylvinyl)thiazol-2-yl]amino]-3-oxo-propyl]benzamide Nitrogen